2-((2-(2,6-dioxopiperidin-3-yl)-1,3-dioxoisoindolin-4-yl)thio)acetamide O=C1NC(CCC1N1C(C2=CC=CC(=C2C1=O)SCC(=O)N)=O)=O